OC1=C2C(C(=COC2=CC(=C1)OCOP(=O)(O)O)C1=CC=C(C=C1)OCOP(=O)(O)O)=O.C(CC)[Si](OCC)(OCC)C1=CC=CC2=CC=CC=C12 propyl-(naphthyl)diethoxysilane ((5-Hydroxy-4-oxo-3-(4-((phosphonooxy)methoxy)phenyl)-4H-chromen-7-yl)-oxy)methyl-dihydrogenphosphate